C(C)(C)OC1=NN(C=N1)[C@H]1C[C@@H](CCC1)NC1=NC=C(C(=N1)OC1COC1)C(F)(F)F N-[(1R,3R)-3-(3-isopropoxy-1,2,4-triazol-1-yl)cyclohexyl]-4-(oxetan-3-yloxy)-5-(trifluoromethyl)pyrimidin-2-amine